(E)-3-(2-pyridyl)acrylic acid N1=C(C=CC=C1)/C=C/C(=O)O